Tert-butyl (1-(2-((6-((((3-(6-hydroxy-3-oxoisoindolin-1-yl)-1H-indol-2-yl)methyl)amino)methyl)-1H-indol-1-yl)methyl)pyridin-4-yl)-1-oxo-5,8,11-trioxa-2-azatridecan-13-yl)carbamate OC1=CC=C2C(NC(C2=C1)C1=C(NC2=CC=CC=C12)CNCC1=CC=C2C=CN(C2=C1)CC1=NC=CC(=C1)C(NCCOCCOCCOCCNC(OC(C)(C)C)=O)=O)=O